ClC=1C=C(\C=N\[S@](=O)C(C)(C)C)C=CC1F (R,E)-N-(3-chloro-4-fluorobenzylidene)-2-methylpropane-2-sulfinamide